ClC1=NC(=CC(=C1)OC1CN(C1)C=1C(=C(C(=O)O)C=CC1)N1C=CC=C1)Cl 3-(3-((2,6-dichloropyridin-4-yl)oxy)azetidin-1-yl)-2-(1H-pyrrol-1-yl)benzoic acid